N[C@@H](C(=O)O)CNC(C1=CC(=CC(=C1)F)C=1C(=NC=NC1)CC)=O (R)-2-amino-3-(3-(4-ethylpyrimidin-5-yl)-5-fluorobenzamido)propanoic acid